C(=O)C=1N=CC2=C(N1)C1(CCN(CC1)C(=O)OC(C)(C)C)C(N2)=O tert-butyl 2-formyl-6-oxo-spiro[5H-pyrrolo[3,2-d]pyrimidine-7,4'-piperidine]-1'-carboxylate